ethyl 2-{[7-(2-bromobenzyl)-1,3-dimethyl-2,6-dioxo-2,3,6,7-tetrahydro-1H-purin-8-yl]thio}butanoate BrC1=C(CN2C(=NC=3N(C(N(C(C23)=O)C)=O)C)SC(C(=O)OCC)CC)C=CC=C1